ClC1=CC=2N(C=C1)N=CC2C2=CC=C(C(=N2)N2C[C@@H](N([C@@H](C2)C)C(=O)OC(C)(C)C)C)F tert-butyl (2S,6R)-4-[6-(5-chloropyrazolo[1,5-a]pyridin-3-yl)-3-fluoro-2-pyridyl]-2,6-dimethyl-piperazine-1-carboxylate